FC=1C=C2C(=NNC2=CC1OCCOC)C1=CC(=NO1)C1=CC=C(C=C1)C(=O)N1CC(C1)N1CCCC1 5-Fluoro-6-(2-methoxyethoxy)-3-(3-{4-[3-(pyrrolidin-1-yl)azetidine-1-carbonyl]phenyl}-1,2-oxazol-5-yl)-1H-indazole